4-{[3-methoxy-4-(1-methyl-1H-1,2,4-triazol-3-yl)pyridin-2-yl]amino}-N-(2H3)methyl-6-({[1,3]thiazolo[5,4-b]pyridin-5-yl}amino)pyridazine-3-carboxamide COC=1C(=NC=CC1C1=NN(C=N1)C)NC1=C(N=NC(=C1)NC1=CC=C2C(=N1)SC=N2)C(=O)NC([2H])([2H])[2H]